1-(8Z,11Z,14Z-eicosatrienoyl)-2-eicosanoyl-glycero-3-phosphocholine CCCCCCCCCCCCCCCCCCCC(=O)O[C@H](COC(=O)CCCCCC/C=C\C/C=C\C/C=C\CCCCC)COP(=O)([O-])OCC[N+](C)(C)C